C(C)(C)(C)C1=CC=C(C=C1)C=1C=C2CN(C(C2=CC1)=O)C=1C=CC(=C(C1)NS(=O)(=O)C)OCOCCOC N-(5-(5-(4-(tert-butyl)phenyl)-1-oxoisoindolin-2-yl)-2-((2-methoxyethoxy)methoxy)phenyl)methanesulfonamide